N,N,N',N'-tetramethylmalonamide CN(C(CC(=O)N(C)C)=O)C